CC1[C@H](CN2CC(C=C12)F)F methyl-(2r,7ar)-2,6-difluorotetrahydro-1H-pyrrolizine